O=C(CC(=O)O)C1=CC=C(C=C1)OC 3-oxo-3-(4-methoxyphenyl)propionic acid